(S)-quinuclidin-3-yl (2,2-diethyl-5-(3-isopropoxyphenyl)-2,3-dihydro-1H-inden-1-yl)carbamate C(C)C1(C(C2=CC=C(C=C2C1)C1=CC(=CC=C1)OC(C)C)NC(O[C@@H]1CN2CCC1CC2)=O)CC